bis(diethylamino)diethylsilane C(C)N(CC)[Si](CC)(CC)N(CC)CC